C1(CC1)CN1C(=NC2=C1C(=CC(=C2)C(=O)N2C[C@@H](C[C@H](C2)F)N)OC)C=2N(C1=CC=CC=C1C2)CC2CC2 (3R,5R)-1-[1-(cyclopropylmethyl)-2-[1-(cyclopropylmethyl)-1H-indol-2-yl]-7-methoxy-1H-1,3-benzodiazole-5-carbonyl]-5-fluoropiperidin-3-amine